C(C)N1CCN(CC1)C1CCN(CC1)C1=C(C=C(C(=C1)OC)NC1=NC=NC(=C1)N1OCC[C@@H]1C1=CC(=CC=C1)F)NC(C=C)=O N-(2-(4-(4-ethylpiperazine-1-yl)piperidine-1-yl)-5-((6-((R)-3-(3-fluorophenyl)-isoxazolidine-2-yl)pyrimidine-4-yl)amino)-4-methoxy-phenyl)acrylamide